(S)-N-(1-(3-chlorophenyl)-2-hydroxy-ethyl)-1-(2-((4,4-difluorocyclohexyl)amino)-5-methyl-pyrimidin-4-yl)-1H-imidazole-4-carboxamide ClC=1C=C(C=CC1)[C@@H](CO)NC(=O)C=1N=CN(C1)C1=NC(=NC=C1C)NC1CCC(CC1)(F)F